ClC1=CC=C(C=C1)COC1=NN=C(S1)NC(=O)C=1C=NC(=CC1C1=C(C=CC=C1)OC(F)F)C N-[5-[(4-chlorophenyl)methoxy]-1,3,4-thiadiazol-2-yl]-4-[2-(difluoromethoxy)phenyl]-6-methylpyridine-3-carboxamide